1,2-diamino-5-(6-trifluoromethylpyridin-3-yl)-3-(1-methyl-1H-pyrazol-4-yl)pyrazine NN1C(C(=NC(=C1)C=1C=NC(=CC1)C(F)(F)F)C=1C=NN(C1)C)N